tert-Butyl-4-(3-((2-(2,6-dioxopiperidin-3-yl)-1,3-dioxoisoindolin-4-yl)amino)propyl)piperidine C(C)(C)(C)N1CCC(CC1)CCCNC1=C2C(N(C(C2=CC=C1)=O)C1C(NC(CC1)=O)=O)=O